(R)-((2R,5S)-5-(4-chlorobenzyl)pyrrolidin-2-yl)(5-fluoropyridin-3-yl)methanol dihydrochloride Cl.Cl.ClC1=CC=C(C[C@@H]2CC[C@@H](N2)[C@H](O)C=2C=NC=C(C2)F)C=C1